ClC1=CC=C(C=C1)C1=CC=C(C=C1)C1=NNCC1 3-(4'-chloro-[1,1'-biphenyl]-4-yl)-4,5-dihydro-1H-pyrazol